N1=CC=C(C=C1)CNCC(C)[C@@H]1C[C@@H](CCC1)OC=1C=C(C=CC1)C cis-(N-(pyridin-4-ylmethyl)-2-(3-(m-tolyloxy)cyclohexyl)propan-1-amine)